N-[4-[[4-[[2-(6-methyl-2-pyridyl)pyrimidin-4-yl]amino]pyrimidin-2-yl]amino]phenyl]-1-pyrrolidin-3-yl-piperidine-4-carboxamide CC1=CC=CC(=N1)C1=NC=CC(=N1)NC1=NC(=NC=C1)NC1=CC=C(C=C1)NC(=O)C1CCN(CC1)C1CNCC1